tert-butyl ((2-(2,6-dioxopiperidin-3-yl)-1-oxoisoindoline-5-yl)methyl)carbamate O=C1NC(CCC1N1C(C2=CC=C(C=C2C1)CNC(OC(C)(C)C)=O)=O)=O